O(C1=CC=CC=C1)C1=CC=C(C=C1)CCCC(=O)O 4-(4-phenoxyphenyl)butyric acid